10-(5-(2-oxa-6-azaspiro[3.3]heptan-6-yl)pentyl)-3,7-dibromo-8-methyl-10H-benzo[b]pyrido[2,3-e][1,4]oxazine C1OCC12CN(C2)CCCCCN2C1=C(OC3=C2N=CC(=C3)Br)C=C(C(=C1)C)Br